6-(3-hydroxy-4-methoxyphenyl)-N-(3,4,5-trimethoxyphenyl)-[1,2,4]triazolo[4,3-a]pyridin-3-amine OC=1C=C(C=CC1OC)C=1C=CC=2N(C1)C(=NN2)NC2=CC(=C(C(=C2)OC)OC)OC